3-(azido(3-bromophenyl)methyl)oxetane N(=[N+]=[N-])C(C1COC1)C1=CC(=CC=C1)Br